B(OC#N)(OC#N)OC#N boron cyanate